CC1=NC=C(C(=C1O)CN[C@@H](C)C(=O)O)COP(=O)(O)O The molecule is an alanine derivative arising from reductive N-alkylation of L-alanine by pyridoxal-5-phosphate. It has a role as an epitope and an antigen. It is a L-alanine derivative, a non-proteinogenic L-alpha-amino acid, a monohydroxypyridine and a phosphate monoester. It derives from a pyridoxal. It is a conjugate acid of a N-(5'-phosphonatopyridoxyl)-L-alaninate(2-). It is an enantiomer of a N-(5'-phosphopyridoxyl)-D-alanine.